Methyl 5-(5-(methylamino)pyrimidin-2-yl)picolinate CNC=1C=NC(=NC1)C=1C=CC(=NC1)C(=O)OC